(1R,3S,5R)-2-(2-(3-acetyl-5-(2-hydroxypyrimidin-5-yl)-7-methyl-1H-indazol-1-yl)acetyl)-N-(6-bromo-3-methylpyridin-2-yl)-5-methyl-2-azabicyclo[3.1.0]hexane-3-carboxamide C(C)(=O)C1=NN(C2=C(C=C(C=C12)C=1C=NC(=NC1)O)C)CC(=O)N1[C@@H]2C[C@@]2(C[C@H]1C(=O)NC1=NC(=CC=C1C)Br)C